COC1=C(C=C(C=C1)C1=C(N=C2N1C=C(N=C2)C2=CC(=CC=C2)C(F)(F)F)C(C)C)O 2-methoxy-5-[2-(prop-2-yl)-6-[3-(trifluoromethyl)phenyl]imidazo[1,2-a]pyrazin-3-yl]phenol